2,5-dimethyl-hex-3-yne-2,5-diol bis(diphenylphosphonite) C1(=CC=CC=C1)P(O)(O)C1=CC=CC=C1.C1(=CC=CC=C1)P(O)(O)C1=CC=CC=C1.CC(C)(C#CC(C)(O)C)O